CC1CN2C(C3=CC=C(C=C13)CN)=NC(=C2)C(F)(F)F (6-methyl-2-(trifluoromethyl)-5,6-dihydroimidazo[2,1-a]isoquinolin-8-yl)methanamine